4-[5-(1H-pyrazol-4-ylmethoxy)-1-benzofuran-2-yl]pyridine-3-carbonitrile N1N=CC(=C1)COC=1C=CC2=C(C=C(O2)C2=C(C=NC=C2)C#N)C1